(R)-(4-(difluoromethyl)oxazol-5-yl)(4-(7-ethoxypyrazolo[1,5-a]pyridin-2-yl)-6,7-dihydro-1H-imidazo[4,5-c]pyridin-5(4H)-yl)methanone FC(C=1N=COC1C(=O)N1[C@H](C2=C(CC1)NC=N2)C2=NN1C(C=CC=C1OCC)=C2)F